3-((5-bromo-3-chloroisoquinolin-8-yl)oxy)cyclobutane-1-thiol BrC1=C2C=C(N=CC2=C(C=C1)OC1CC(C1)S)Cl